N1=NNC2=NC(=CC=C21)C=2C=CC(=C(C(=O)NC=1C=NC(=CC1)COCC1=CC=CC=C1)C2)F 5-(3H-[1,2,3]Triazolo[4,5-b]pyridin-5-yl)-N-(6-((benzyloxy)methyl)pyridin-3-yl)-2-fluorobenzamide